tert-butyl-dimethyl-[4-[3-(methylsulfinylmethyl)-5-nitro-phenoxy]butoxy]silane C(C)(C)(C)[Si](OCCCCOC1=CC(=CC(=C1)[N+](=O)[O-])CS(=O)C)(C)C